C(C#C)N1CC2(COC2)C1 6-(prop-2-yn-1-yl)-2-oxa-6-azaspiro[3.3]heptane